2,2'-(1,2,4,5-tetrazine-3,6-diyl)bis(ethan-1-amine) hydrochloride Cl.N1=NC(=NN=C1CCN)CCN